benzyl (S)-4-(4-(5-(3-((tert-butoxycarbonyl)amino)piperidin-1-yl)pyrazolo[1,5-a]pyrimidine-3-carboxamido)-3-(difluoromethyl)-1H-pyrazol-1-yl)piperidine-1-carboxylate C(C)(C)(C)OC(=O)N[C@@H]1CN(CCC1)C1=NC=2N(C=C1)N=CC2C(=O)NC=2C(=NN(C2)C2CCN(CC2)C(=O)OCC2=CC=CC=C2)C(F)F